OC[C@@H](C(=O)N[C@H](C(C(C(=O)O)(C)C)=O)CC(C)C)NC(=O)C1=CC=CC=C1 (4S)-4-[(2S)-3-Hydroxy-2-(phenylformamido)propanamido]-2,2,6-trimethyl-3-oxoheptanoic acid